4-amino-1-[(2R,5S)-2-(methoxymethyl)-1,3-oxathiolan-5-yl]-1,2-dihydropyrimidin-2-one NC1=NC(N(C=C1)[C@@H]1CS[C@@H](O1)COC)=O